N-[3-[bis(carboxymethyl)amino]propyl]-N-methyl-Alanine C(=O)(O)CN(CCCN([C@@H](C)C(=O)O)C)CC(=O)O